6-bromo-2-(3,3-difluoroazetidine-1-carbonyl)-1-methyl-1H-indole BrC1=CC=C2C=C(N(C2=C1)C)C(=O)N1CC(C1)(F)F